NCCC[N+](C)(C)C 3-aminopropyl-(trimethyl)azanium